N-(4-chloro-2-methyl-5-(trifluoromethyl)phenyl)-2-(2-(3,6-dihydro-2H-pyran-4-yl)-5-ethyl-7-oxo-6-(piperazin-1-yl)-[1,2,4]triazolo[1,5-a]pyrimidin-4(7H)-yl)acetamide ClC1=CC(=C(C=C1C(F)(F)F)NC(CN1C=2N(C(C(=C1CC)N1CCNCC1)=O)N=C(N2)C=2CCOCC2)=O)C